2-methoxyethyl[[[4-(4-chlorobenzoyl)phenyl] amino]carbonyl] carbamate C(N)(OC(=O)N(C1=CC=C(C=C1)C(C1=CC=C(C=C1)Cl)=O)CCOC)=O